N1(CCOCC1)C(=O)C1=CC=C(C=C1)NC(=O)C1=NNC2=CC=C(C=C12)[N+](=O)[O-] N-(4-(morpholine-4-carbonyl)phenyl)-5-nitro-1H-indazole-3-carboxamide